FC1=CC=C2C(=CNC(C2=C1F)=O)[C@@H](C)N(C(=O)NC1=CC(=C(C(=C1)F)F)F)C (R)-1-(1-(7,8-difluoro-1-oxo-1,2-dihydroisoquinolin-4-yl)ethyl)-1-methyl-3-(3,4,5-trifluorophenyl)urea